1,4-bis-chloromethyl-naphthalene ClCC1=CC=C(C2=CC=CC=C12)CCl